4-(1-methyl-1H-indol-3-yl)pyrimidine-5-carboxylic acid cyclobutyl ester C1(CCC1)OC(=O)C=1C(=NC=NC1)C1=CN(C2=CC=CC=C12)C